O=C1N(C(C=C1)=O)CCOCCNC(OC(C)(C)C)=O tert-butyl (2-(2-(2,5-dioxo-2,5-dihydro-1H-pyrrole-1-yl)ethoxy)ethyl)carbamate